1-[2-(5-cyclopropyl-1,3,4-oxadiazol-2-yl)acetyl]-N-[(4-cyclopropyl-3-fluorophenyl)(phenyl)methyl]-4-fluoropyrrolidine-2-carboxamide C1(CC1)C1=NN=C(O1)CC(=O)N1C(CC(C1)F)C(=O)NC(C1=CC=CC=C1)C1=CC(=C(C=C1)C1CC1)F